butyric acid 3-(2-(isopropyl (methyl) amino) ethyl)-1H-indol-4-yl ester C(C)(C)N(CCC1=CNC2=CC=CC(=C12)OC(CCC)=O)C